S1C=CC2=C1C=CC=C2N2CC[N+](CC2)(CCCCOC2=CC=C1C=CC(NC1=C2)=O)[O-] 4-(benzothien-4-yl)-1-[4-(2-oxo-1,2-dihydroquinolin-7-yloxy)butyl]piperazine-1-oxide